COC1=C(C(=O)C2CCN(CC2)C(=O)OC(C)(C)C)C=CC=C1OC tert-Butyl 4-(2,3-dimethoxybenzoyl)piperidine-1-carboxylate